C(C=C)(=O)CC[N+](C)(C)CP(O)(O)=O [(2-acryloylethyl)dimethylammonio]methyl-phosphonic acid